7-(8-Ethynyl-6,7-difluoronaphthalen-1-yl)-8-fluoro-2-(((2R,7aS)-2-fluorotetrahydro-1H-pyrrolizin-7a(5H)-yl)methoxy)-4-(piperazin-1-yl)pyrido[4,3-d]pyrimidine C(#C)C=1C(=C(C=C2C=CC=C(C12)C1=C(C=2N=C(N=C(C2C=N1)N1CCNCC1)OC[C@]12CCCN2C[C@@H](C1)F)F)F)F